C12(CCC(C1)C2)NC(=O)C=2C(N(C1=NC=C(C=C1C2O)C2=CC=C(C=C2)F)CCN2CCOCC2)=O N-(bicyclo[2.1.1]hex-1-yl)-6-(4-fluorophenyl)-4-hydroxy-1-(2-morpholinoethyl)-2-oxo-1,2-dihydro-1,8-naphthyridine-3-carboxamide